5-ethoxy-2-(4-methoxyphenylethyl)-4-methyl-oxazole C(C)OC1=C(N=C(O1)CCC1=CC=C(C=C1)OC)C